FC=1C=C(CC2=CN=C(S2)C2C(=NN(CC2)C)C(=O)N)C=CC1 (5-(3-fluorobenzyl)thiazol-2-yl)-1-methyl-1,4,5,6-tetrahydropyridazine-3-carboxamide